C(C1=CC=CC=C1)N1C=NC2=NC=NC2=C1N 1-benzyl-adenine